(E)-methyl-2-(5-(benzoyloxy)pent-1-en-1-yl)-4-cyclopropylnicotinic acid CC1=NC(=C(C(=O)O)C(=C1)C1CC1)\C=C\CCCOC(C1=CC=CC=C1)=O